1-bromo-3-(diacetoxyiodo)-5-(trifluoromethyl)benzene (R)-1-phenylethyl-acetate C1(=CC=CC=C1)[C@@H](C)OC(C)=O.BrC1=CC(=CC(=C1)C(F)(F)F)I(OC(C)=O)OC(C)=O